C(#N)C1=CC=C(C=C1)C1=CC=C(C=C1)OC1=C(N=NN1)C(=O)O 5-((4'-cyano-[1,1'-biphenyl]-4-yl)oxy)-1H-1,2,3-triazole-4-carboxylic acid